CC(=CCCCCCC=C)C 9-methyl-1,8-decadiene